O=C1N(CC2=C(C=CC=C12)N(C1CCC(CC1)NCC1(CC1)C(F)(F)F)CC1CC2(C1)CCC2)C2C(NC(CC2)=O)=O 3-(1-oxo-4-((spiro[3.3]heptan-2-ylmethyl)((1s,4s)-4-(((1-(trifluoromethyl)cyclopropyl)methyl)amino)cyclohexyl)amino)isoindolin-2-yl)piperidine-2,6-dione